BrC1=C(C=C(C=C1C(F)(F)F)C(F)(F)F)NS(=O)(=O)C1=C(C=C(C=C1C(C)C)C(C)C)C(C)C N-(2-bromo-3,5-bis(trifluoromethyl)phenyl)-2,4,6-triisopropyl-benzene-sulfonamide